ethyl 4-chloro-6-(((6-cyclopropylimidazo[1,2-a]pyridin-2-yl)methyl)amino)pyrimidine-2-carboxylate ClC1=NC(=NC(=C1)NCC=1N=C2N(C=C(C=C2)C2CC2)C1)C(=O)OCC